C(C)(C)(C)C=1NC(=NN1)S(=O)(=O)N1CC(CC1)C(=O)N1CCN(CC1)C1=CC=NC2=CC(=CC=C12)F (1-((5-(tert-butyl)-4H-1,2,4-triazol-3-yl)sulfonyl)pyrrolidin-3-yl)(4-(7-fluoroquinolin-4-yl)piperazin-1-yl)methanone